tert-butyl (1-((1-(4-(2,6-dioxopiperidin-3-yl)phenyl)pyrrolidin-3-yl)methyl)piperidin-4-yl)carbamate O=C1NC(CCC1C1=CC=C(C=C1)N1CC(CC1)CN1CCC(CC1)NC(OC(C)(C)C)=O)=O